ClC=1C2=C(N=C(N1)C1=COC=C1)SC(=C2)C 4-chloro-2-(furan-3-yl)-6-methylthieno[2,3-d]pyrimidine